OC(C)C1CN(C1)C(=O)C1=CC(=NC=C1)C(=O)NC1=CC(=CC=C1)[C@@H](CC1=NN=CN1C)C 4-(3-(1-hydroxyethyl)azetidine-1-carbonyl)-N-(3-((R)-1-(4-methyl-4H-1,2,4-triazol-3-yl)propan-2-yl)phenyl)picolinamide